Fluorophosphat P(=O)([O-])([O-])F